C1(CCCCC1)CCC(=O)OCC(COC(CCC1CCCCC1)=O)OC(CCCCCC(CCCCCC(=O)OC(COC(CCC1CCCCC1)=O)COC(CCC1CCCCC1)=O)=O)=O bis(1,3-bis((3-cyclohexylpropanoyl)oxy)propan-2-yl)-7-oxotridecanedioate